C1CC12COC2 5-oxaspiro[2.3]hexane